6-{3-{3-deoxy-3-[4-(4-methylthiazol-2-yl)-1H-1,2,3-triazol-1-yl]-beta-D-galactopyranosyl}-4H-1,2,4-triazol-4-yl}-2-methylbenzothiazole CC=1N=C(SC1)C=1N=NN(C1)[C@@H]1[C@H]([C@@H](O[C@@H]([C@@H]1O)CO)C1=NN=CN1C1=CC2=C(N=C(S2)C)C=C1)O